2-((5-chloro-4-(9-fluoro-1-methyl-1,2,3,4-tetrahydrobenzo[4,5]imidazo[1,2-a]pyrimidin-7-yl)pyrimidin-2-yl)amino)-2-methylpropan-1-ol ClC=1C(=NC(=NC1)NC(CO)(C)C)C1=CC2=C(N=C3N2CCCN3C)C(=C1)F